C(C)C1=C(NC2=CC=C(C=C12)C1CCN(CC1)C(=O)NC1CCN(CC1)C(C(F)(F)F)=O)C1=CC(=NC=C1)C 4-(3-ethyl-2-(2-methylpyridin-4-yl)-1H-indol-5-yl)-N-(1-(2,2,2-trifluoroacetyl)piperidin-4-yl)piperidine-1-carboxamide